C(C)(C)(C)OC(=O)NC=1C(=C(C=NC1)C=1C=C2C=C(N=CC2=C(C1)NC(OC(C)(C)C)=O)NC(=O)[C@H]1[C@H](C1)F)CC |r| (±)-tert-butyl N-[6-[5-(tert-butoxycarbonylamino)-4-ethyl-3-pyridyl]-3-[[(cis)-2-fluorocyclopropanecarbonyl]amino]-8-isoquinolyl]carbamate